FC=1C=C(C=C(C1)F)C1=NC(=CC2=C1N=CN(C2=O)[C@H](CO)C(C)C)C2=CC=C(C=C2)C (S)-8-(3,5-difluorophenyl)-3-(1-hydroxy-3-methylbutan-2-yl)-6-(p-tolyl)pyrido[3,4-d]pyrimidin-4(3H)-one